4-(((S)-2-hydroxy-1-phenylethyl)amino)-6-((1-methoxy-3-methyl-1,3-dihydrobenzo[c][1,2]oxaborol-5-yl)amino)nicotinic acid OC[C@H](C1=CC=CC=C1)NC1=CC(=NC=C1C(=O)O)NC1=CC2=C(B(OC2C)OC)C=C1